3,4-dimethylpyrrole-2-carbaldehyde CC1=C(NC=C1C)C=O